FC=1C(=C(NC2=C(NC3=C2C(NCC3)=O)C3=C(C=NC=C3)OC[C@@H]3N(CC3)C(=O)OC(C)(C)C)C=CC1)OC Tert-Butyl (2R)-2-[({4-[3-(3-fluoro-2-methoxyanilino)-4-oxo-4,5,6,7-tetrahydro-1H-pyrrolo[3,2-c]pyridin-2-yl]pyridin-3-yl}oxy)methyl]azetidine-1-carboxylate